C(CCCCCCCCCCC)NCCC(=O)[O-] β-laurylaminopropionate